Naphthoresorcin C1=CC=C2C(=C1)C=C(C=C2O)O